Dimethyl 6,6'-((ethane-1,2-diylbis(azanediyl))bis(carbonyl))bis(1-(benzyloxy)-2-oxo-1,2-dihydropyridine-3-carboxylate) C(CNC(=O)C1=CC=C(C(N1OCC1=CC=CC=C1)=O)C(=O)OC)NC(=O)C1=CC=C(C(N1OCC1=CC=CC=C1)=O)C(=O)OC